2-phenyl-imidazolinepropanesulfonic acid C1(=CC=CC=C1)C=1N(CCN1)CCCS(=O)(=O)O